COCCOC1=C(C=C(C(=C1)C(F)(F)F)[N+](=O)[O-])CC(=O)O 2-(2-(2-Methoxyethoxy)-5-nitro-4-(trifluoromethyl)phenyl)acetic acid